racemic-N-(4-((E)-2-(1-fluoro-4-(trifluoromethyl)cyclohexyl)vinyl)-5-methoxypyridin-2-yl)methanesulfonamide FC1(CCC(CC1)C(F)(F)F)/C=C/C1=CC(=NC=C1OC)NS(=O)(=O)C